FC1CCN(CC1)C1=C(C=C(C#N)C=C1)[N+](=O)[O-] 4-(4-Fluoropiperidin-1-yl)-3-nitrobenzonitrile